(Z)-N-hydroxy-7-(5-(naphthalen-2-ylmethylene)-2,4-dioxathiazolidine-3-yl)heptanamide methyl-2-(3-(6-aminopyridin-2-yl)phenyl)-2-methylpropionate COC(C(C)(C)C1=CC(=CC=C1)C1=NC(=CC=C1)N)=O.ONC(CCCCCCN1OS\C(\O1)=C/C1=CC2=CC=CC=C2C=C1)=O